N-[2-(4-formylcyclohexyl)-6-methoxy-indazol-5-yl]pyrimidine-5-carboxamide C(=O)C1CCC(CC1)N1N=C2C=C(C(=CC2=C1)NC(=O)C=1C=NC=NC1)OC